3-methoxyl-N,N-dimethylpropionamide O(C)CCC(=O)N(C)C